ClC=1C=C(C=CC1Cl)CCNC(=N)N 1-(3,4-dichlorophenyl-ethyl)guanidine